The molecule is a imidazolidine-2,4-dione that consists of hydantoin bearing phenyl and 4-hydroxyphenyl substituents at position 5. It has a role as a metabolite. It is an imidazolidine-2,4-dione and a member of phenols. It derives from a hydantoin. C1=CC=C(C=C1)C2(C(=O)NC(=O)N2)C3=CC=C(C=C3)O